3-fluoro-5-chloro-pyridin FC=1C=NC=C(C1)Cl